CN(C1=CC=C2C(=CC(NC2=C1)=O)C)C 7-dimethylamino-4-methyl-quinolone